N-(5-(4-(4-((5-cyanopyridin-2-yl)oxy)phenyl)piperidine-1-carbonyl)-2-(4-ethylpiperazin-1-yl)phenyl)-1-phenylmethanesulfonamide C(#N)C=1C=CC(=NC1)OC1=CC=C(C=C1)C1CCN(CC1)C(=O)C=1C=CC(=C(C1)NS(=O)(=O)CC1=CC=CC=C1)N1CCN(CC1)CC